ClC=1C=C(C=C(C1)OC)C1=CC=C2C(N(CN(C2=C1)S(=O)(=O)C1=CC(=CC=C1)C(F)(F)F)CC(C(=O)O)(C)C)=O 3-(7-(3-chloro-5-methoxyphenyl)-4-oxo-1-((3-(trifluoromethyl)phenyl)sulfonyl)-1,2-dihydroquinazolin-3(4H)-yl)-2,2-dimethylpropionic acid